monosodium undecanedicarboxylic acid salt C(CCCCCCCCCC)(C(=O)[O-])C(=O)O.[Na+]